5-((2-(dimethylamino)ethyl)amino)-2-methylbenzo[d]thiazole-4,7-dione CN(CCNC1=CC(C2=C(N=C(S2)C)C1=O)=O)C